BrC1=C(C(=C(C(=C1[2H])C)[2H])Cl)Cl 1-bromo-2,3-dichloro-5-methylbenzene-4,6-d2